(R)-3-hydroxy-N,N-dimethyl-4-((2-(((1-methylcyclopentyl)(phenyl)methyl)amino)-3,4-dioxocyclobut-1-en-1-yl)amino)picolinamide OC=1C(=NC=CC1NC1=C(C(C1=O)=O)N[C@@H](C1=CC=CC=C1)C1(CCCC1)C)C(=O)N(C)C